3,4,5-trichloro-N,N-bis(2-cyanoethyl)thiophene-2-carboxamide ClC1=C(SC(=C1Cl)Cl)C(=O)N(CCC#N)CCC#N